4-amino-N-((5-chloropyrazolo[1,5-a]pyridin-2-yl)methyl)-N'-(cyclopropanecarbonyl)-N',1-dimethyl-1H-pyrazolo[4,3-c]quinoline-8-carbohydrazide NC1=NC=2C=CC(=CC2C2=C1C=NN2C)C(=O)N(N(C)C(=O)C2CC2)CC2=NN1C(C=C(C=C1)Cl)=C2